C(C)OC1=C(C=CC(=C1C)F)[C@H]1[C@@H](O[C@]([C@H]1C)(C(F)(F)F)C)C(=O)OCC |r| ethyl rac-(2R,3S,4S,5R)-3-(2-ethoxy-4-fluoro-3-methylphenyl)-4,5-dimethyl-5-(trifluoromethyl)tetrahydrofuran-2-carboxylate